COCC(C)C1=C(C(=C(S1)C)N)C (2-methoxy-1-methylethyl)-2,4-dimethyl-3-aminothiophene